N-(4-fluorobenzylidene)-4-methylaniline FC1=CC=C(C=NC2=CC=C(C=C2)C)C=C1